(S)-(1-((4-(3-amino-4-methyl-1H-indazol-5-yl)-3-methylphenyl)sulfonyl)-4,4-difluoropyrrolidin-2-yl)methanol NC1=NNC2=CC=C(C(=C12)C)C1=C(C=C(C=C1)S(=O)(=O)N1[C@@H](CC(C1)(F)F)CO)C